methyl 2-[[(2S)-2-(tert-butoxycarbonylamino)-3-cyclopropyl-propanoyl] amino]-3-(2-pyridyl)butanoate C(C)(C)(C)OC(=O)N[C@H](C(=O)NC(C(=O)OC)C(C)C1=NC=CC=C1)CC1CC1